FC1=C(C(=CC=C1)F)C1=NC=2C(=CN(C(C2C(=C1)NC1=NC=C(C=C1)N1CCC(CC1)O)=O)CC1=CC=C(C=C1)OC)C 2-(2,6-difluorophenyl)-4-((5-(4-hydroxypiperidin-1-yl)pyridin-2-yl)amino)-6-(4-methoxybenzyl)-8-methyl-1,6-naphthyridin-5(6H)-one